3-(5-(2-(2H-1,2,3-triazol-2-yl)acetyl)-2-(2,2,2-trifluoroethoxy)phenyl)-2-(piperazin-1-ylmethyl)pyrido[2,3-d]pyrimidin-4(3H)-one N=1N(N=CC1)CC(=O)C=1C=CC(=C(C1)N1C(=NC2=C(C1=O)C=CC=N2)CN2CCNCC2)OCC(F)(F)F